N-(2-chloro-2-phenoxyphenyl)methanesulfonamide tert-Butyl-(S)-3-((R)-2,4-dimethylpiperazin-1-yl)pyrrolidine-1-carboxylate C(C)(C)(C)OC(=O)N1C[C@H](CC1)N1[C@@H](CN(CC1)C)C.ClC1(C(C=CC=C1)NS(=O)(=O)C)OC1=CC=CC=C1